C1(=C(C=CC=2CCCCC12)P(C1=CC=CC=C1)C1=CC=CC=C1)C1=C(C=CC=2CCCCC12)P(C1=CC=CC=C1)C1=CC=CC=C1 [(1R)-5,5',6,6',7,7',8,8'-octahydro-[1,1'-binaphthalin]-2,2'-diyl]-bis-[diphenylphosphin]